C=1(C(CC=CC1)(C=O)C=O)C1=CC=CC=C1 biphenyl-2,2-dicarboxaldehyde